C1(CCCCC1)C=1C=CC(=NC1)CN(C(=O)[C@@H]1N(CC1)S(=O)(=O)C1=C(C(=C(C(=C1F)F)F)F)F)C1=CC(=C(C=C1)C(NO)=O)O (R)-N-((5-cyclohexylpyridin-2-yl)methyl)-N-(3-hydroxy-4-(hydroxycarbamoyl)phenyl)-1-((perfluorophenyl)sulfonyl)azetidine-2-carboxamide